Cl.CC1NC(CC(C1)N(C=1SC2=C(N1)C=CC(=C2)C2=CC1=CN(N=C1C=C2)C)C)C N-(2,6-Dimethylpiperidin-4-yl)-N-methyl-6-(2-methyl-2H-indazol-5-yl)-1,3-benzothiazol-2-amin-Hydrochlorid